[Sn].[Mg].[Fe] iron-magnesium-tin